tert-butyl N-[5-[5-bromo-3-[1-[(3,3-difluorocyclobutyl)methyl]pyrazol-4-yl]quinoxalin-6-yl]oxy-2-nitro-phenyl]-N-tert-butoxycarbonyl-carbamate BrC1=C2N=C(C=NC2=CC=C1OC=1C=CC(=C(C1)N(C(OC(C)(C)C)=O)C(=O)OC(C)(C)C)[N+](=O)[O-])C=1C=NN(C1)CC1CC(C1)(F)F